FC1=CC=C(C=C1)C1CC(C(NC1(C)C)=O)C1=CC=C(C=C1)C(F)(F)F 5-(4-fluorophenyl)-6,6-dimethyl-3-(4-trifluoromethylphenyl)piperidin-2-one